C(C)(C)(C)N1N=CC2=C1C(N(N=C2C)CC(=O)N[C@@H](C)C2=CC=C(C=C2)OC(F)(F)F)=O (S)-2-(1-(tert-butyl)-4-methyl-7-oxo-1,7-dihydro-6H-pyrazolo[3,4-d]pyridazin-6-yl)-N-(1-(4-(trifluoromethoxy)phenyl)ethyl)acetamide